FC1=C(CN2C(N([C@H](C3=CC=C(C=C23)C(=O)NCC2=C(C=C(C=C2F)F)F)C)C)=O)C(=CC(=C1)OCCCO)F (S)-1-(2,6-difluoro-4-(3-hydroxypropoxy)benzyl)-3,4-dimethyl-2-oxo-N-(2,4,6-trifluorobenzyl)-1,2,3,4-tetrahydroquinazolin-7-carboxamide